2-(4-chlorophenyl)-N-(pyridine-2-yl)-acetamide ClC1=CC=C(C=C1)CC(=O)NC1=NC=CC=C1